NC=1N=CN(C(C1C(=O)NC=1C=C(C=NC1)[C@H]1N(CCCC1)C(=O)OC(C)(C)C)=O)C1=C(C=C(C=C1Cl)OC)Cl tert-butyl (S)-2-(5-(4-amino-1-(2,6-dichloro-4-methoxyphenyl)-6-oxo-1,6-dihydropyrimidine-5-carboxamido)pyridin-3-yl)piperidine-1-carboxylate